2-(2-Chloro-4-Methoxy-1H-Indol-3-Yl)-N,N-Dimethylethan-1-Amine ClC=1NC2=CC=CC(=C2C1CCN(C)C)OC